ClC1=C(C=CC(=C1)F)COC1=CC2=C([C@@]3(CCN([C@@H]3CC2)C(=O)C2CS(CC2)(=O)=O)S(=O)(=O)C2=CC=C(C=C2)F)C=C1 3-[(3aR,9bR)-7-[(2-chloro-4-fluorophenyl)methoxy]-9b-(4-fluorobenzenesulfonyl)-1H,2H,3H,3aH,4H,5H,9bH-benzo[e]indole-3-carbonyl]-1λ6-thiolane-1,1-dione